1-(Adamantan-1-yl)-3-(1-propylpiperidin-4-yl)urea C12(CC3CC(CC(C1)C3)C2)NC(=O)NC2CCN(CC2)CCC